O=C1N(C(CC1)=O)OC(COC(=O)NS(=O)(=O)N1CCC(CC1)C(=O)OCC=C)=O.COC(=O)CC=C 1-(methoxycarbonylmethyl) ethylene allyl 1-(N-((2-((2,5-dioxopyrrolidin-1-yl)oxy)-2-oxoethoxy)carbonyl)sulfamoyl)piperidine-4-carboxylate